4-cyclopropyl-6-(3-(difluoromethyl)azetidin-1-yl)-2-(3-(3-((4-methyl-4H-1,2,4-triazol-3-yl)methyl)oxetan-3-yl)phenyl)-2,3-dihydro-1H-pyrrolo[3,4-c]pyridin-1-one C1(CC1)C1=NC(=CC2=C1CN(C2=O)C2=CC(=CC=C2)C2(COC2)CC2=NN=CN2C)N2CC(C2)C(F)F